8-chloro-7-(4-iodo-1-methyl-1H-pyrazol-5-yl)quinoline-6-carbonitrile ClC=1C(=C(C=C2C=CC=NC12)C#N)C1=C(C=NN1C)I